tert-Butyl {(1S,3R)-3-[(1S)-1-aminoethyl]-2,2-dimethylcyclobutyl}carbamate N[C@@H](C)[C@H]1C([C@H](C1)NC(OC(C)(C)C)=O)(C)C